CN1N=C(N=N1)C1=NC=C(C=C1)C1=C(C=C(C=C1)N1C(O[C@H](C1)CO)=O)F (R)-3-(4-(2-(2-methyltetrazol-5-yl)pyridin-5-yl)-3-fluorophenyl)-5-hydroxymethyloxazolidin-2-one